BrC1=C(C=C(C=C1)S(=O)(=O)N1CC(C2(CN(C2)C(C(Cl)Cl)=O)CC1)(F)F)F 1-(7-((4-Bromo-3-fluorophenyl)sulfonyl)-5,5-difluoro-2,7-diazaspiro[3.5]nonan-2-yl)-2,2-dichloroethan-1-one